2-(3-chloro-4-hydroxybenzoamido)-N-(2-methoxyphenylethyl)-6-methyl-4,5,6,7-tetrahydrothieno[2,3-c]pyridine-3-carboxamide ClC=1C=C(C(=O)NC2=C(C3=C(CN(CC3)C)S2)C(=O)NCCC2=C(C=CC=C2)OC)C=CC1O